CN1CCC(=CC1)C=1NC(C=2N(C1)N=CC2C2=CC=C(C#N)C=C2)=O 4-(6-(1-methyl-1,2,3,6-tetrahydropyridin-4-yl)-4-oxo-4,5-dihydropyrazolo[1,5-a]pyrazin-3-yl)benzonitrile